ClC=1C(N(C(=CC1OCC1=NC=C(C=C1F)F)C)C1=CC(=NC=C1C)C1=NC(=NC=C1)C(C)(C)O)=O (M)-3-chloro-4-((3,5-difluoropyridin-2-yl)methoxy)-2'-(2-(2-hydroxypropan-2-yl)pyrimidin-4-yl)-5',6-dimethyl-2H-[1,4'-bipyridin]-2-one